((2-(2,6-dioxopiperidin-3-yl)-1-oxoisoindolin-5-yl)methyl)-6-methyl-2-phenylquinoline-4-carboxamide O=C1NC(CCC1N1C(C2=CC=C(C=C2C1)CC=1C(=NC2=CC=C(C=C2C1C(=O)N)C)C1=CC=CC=C1)=O)=O